COC1=NC(=CC=C1)OC 2,6-dimethoxypyridine